4-[(5-Cyclopropyl-2-pyridyl)amino]-N-methyl-3-(1-methylimidazol-4-yl)benzenesulfonamide C1(CC1)C=1C=CC(=NC1)NC1=C(C=C(C=C1)S(=O)(=O)NC)C=1N=CN(C1)C